2,4-dithiadiphosphetane P1SPS1